(2ξ)-2-[2'-cyclobutyl-3'-fluoro-6-({(1R,3R)-3-[(1,4,4-trimethyl-L-prolyl)amino]cyclopentyl}oxy)[1,1'-biphenyl]-3-yl]propanoic acid C1(CCC1)C1=C(C=CC=C1F)C1=CC(=CC=C1O[C@H]1C[C@@H](CC1)NC([C@H]1N(CC(C1)(C)C)C)=O)C(C(=O)O)C